FC(C=1OC(=NN1)C=1C=NC(=CC1)CN1N=NC(=C1)C1=NC=CC=C1F)F 2-(difluoromethyl)-5-(6-((4-(3-fluoropyridin-2-yl)-1H-1,2,3-triazol-1-yl)methyl)pyridin-3-yl)-1,3,4-oxadiazole